C(C)(C)(C)OC([C@@H](NC(=O)OCC1=CC=CC=C1)CCCCN)=O ((benzyloxy)carbonyl)-L-lysine tert-butyl ester